Cl.N1CC(C1)OC=1C=CC(=NC1C)C(=O)NC 5-(azetidin-3-yloxy)-N,6-dimethylpicolinamide hydrochloride